CC1(N(C(OC1)=O)C(\C=C\C1=CC(=CC=C1)OC(F)(F)F)=O)C (E)-4,4-dimethyl-3-(3-(3-(trifluoromethoxy)phenyl)acryloyl)oxazolidin-2-one